C(#N)CCOCC(COCCC#N)(COCCC#N)C 3,3'-((2-((2-cyanoethoxy)methyl)-2-methylpropane-1,3-diyl)bis(oxy))dipropanenitrile